O=C1N(C(CC1)=O)OC(=O)C1=CC=NN1C(C)C 1-Isopropyl-1H-pyrazole-5-carboxylic acid 2,5-dioxopyrrolidin-1-yl ester